ClC1=CC2=C(N(C(N2C2CCN(CC2)C2COC2)=O)CC2=CC=C(C=C2)C=2OC(=NN2)C(F)F)C=C1Cl 5,6-dichloro-1-(4-(5-(difluoromethyl)-1,3,4-oxadiazol-2-yl)benzyl)-3-(1-(oxetan-3-yl)piperidin-4-yl)-1,3-dihydro-2H-benzo[d]imidazol-2-one